3-pyridyl-2-methacryloxypropane-1-sulfonate N1=CC(=CC=C1)OS(=O)(=O)CC(C)OC(C(=C)C)=O